C(C)NC(=O)[C@H]1CN[C@@H]2CC=3C4=C(C2=C1)C=CC=C4NC3 (6aR,9R)-N-ethyl-4,6,6a,7,8,9-hexahydroindolo[4,3-fg]quinoline-9-carboxamide